CS(=O)(=O)O[Pd] methanesulfonyloxy-palladium